ClC1=CC=2C(OCC3=CC(=CC=C3C3=C(C=C(C(NS(C(=C1O)C2)(=O)=O)=C3)F)F)F)=O 13-chloro-5,19,21-trifluoro-14-hydroxy-16,16-dioxo-9-oxa-16λ6-thia-17-azatetracyclo[16.3.1.111,15.02,7]tricosa-1(21),2,4,6,11(23),12,14,18(22),19-nonaen-10-one